(E)-6-(but-2-en-1-yl)-4-(4-(2-hydroxypropan-2-yl)-2,5-dimethoxyphenyl)-2-methyl-1H-pyrrolo[2,3-c]pyridin-7(6H)-one C(\C=C\C)N1C(C2=C(C(=C1)C1=C(C=C(C(=C1)OC)C(C)(C)O)OC)C=C(N2)C)=O